CC(=O)O[C@@H](C1=CC=CC=C1)C(=O)O (+)-O-acetylmandelic acid